OC=1C(=C2CCC(OC2=C(C1C)C)(C(=O)O)C)C 6-hydroxy-2,5,7,8-tetramethyl-chroman-2-carboxylic acid